O=C1NC(CCC1C1=COC2=C1C=C(C=C2)C#CCNC(C2=NC=C(C=C2)C2=CC=1OCCN(C1C=N2)C2=C1C=C(C(N(C1=CC(=C2)F)C)=O)C)=O)=O N-(3-(3-(2,6-dioxopiperidin-3-yl)benzofuran-5-yl)prop-2-yn-1-yl)-5-(4-(7-fluoro-1,3-dimethyl-2-oxo-1,2-dihydroquinolin-5-yl)-3,4-dihydro-2H-pyrido[4,3-b][1,4]oxazin-7-yl)picolinamide